COC1=NN(C=C1C1=NC=CC=C1)C(=O)OC(C)(C)C tert-butyl 3-methoxy-4-(pyridin-2-yl)-1H-pyrazole-1-carboxylate